N-[(1r,3S)-3-{[(2'-cyclobutyl-3'-fluoro-5-{2-[(methanesulfonyl)amino]-2-oxoethyl}[1,1'-biphenyl]-2-yl)oxy]methyl}cyclobutyl]-1,4,4-trimethyl-L-prolinamide C1(CCC1)C1=C(C=CC=C1F)C1=C(C=CC(=C1)CC(=O)NS(=O)(=O)C)OCC1CC(C1)NC([C@H]1N(CC(C1)(C)C)C)=O